N-(3-(dimethylamino)propyl)-2,5-difluoro-4-(8-hydroxyquinolin-6-yl)benzamide CN(CCCNC(C1=C(C=C(C(=C1)F)C=1C=C2C=CC=NC2=C(C1)O)F)=O)C